NC1=CC2=C(OCC(CN2)OCCCC)C=C1 7-amino-2,3,4,5-tetrahydro-3-butoxybenzo[b][1,4]oxazepine